ClC=1C=CC=C2C=CC(=NC12)C1=CC(=C(C=C1)OC)C(F)(F)F 8-chloro-2-(4-methoxy-3-(trifluoromethyl)phenyl)quinoline